((tetrahydro-1H-pyrrolizin-7a(5H)-yl)methoxy)-5,6,7,8-tetrahydropyrido[3,4-d]pyrimidin-4-amine C1CCN2CCCC12COC=1N=C(C2=C(N1)CNCC2)N